CC(C)ONC(C1=CC=CC=C1)=O N-Propane-2-yloxybenzamide